C1(=NC=CC2=CC=CC=C12)C=O isoquinolinal